N-ethyl-5-(5-(5-(trifluoromethyl)-1,2,4-oxadiazol-3-yl)pyridin-2-yl)-2,5-diazabicyclo[2.2.1]heptane-2-carboxamide C(C)NC(=O)N1C2CN(C(C1)C2)C2=NC=C(C=C2)C2=NOC(=N2)C(F)(F)F